{3-[N,N-bis(trimethylsilyl)amino]propyl}methyldiethoxysilane C[Si](N([Si](C)(C)C)CCC[Si](OCC)(OCC)C)(C)C